ClC1=CC(=C(C=C1)C1=NC(=NC2=C1N=C(N(C2=O)C)C(F)(F)F)[C@H]2C[C@H](OCC2)C=2C=NN(C2)C)F 8-(4-chloro-2-fluoro-phenyl)-3-methyl-6-[(2S,4R)-2-(1-methylpyrazol-4-yl)tetrahydropyran-4-yl]-2-(trifluoromethyl)pyrimido[5,4-d]pyrimidin-4-one